Methyl 3-chloro-5-methyl-2-((pyrazolo[1,5-a]pyrimidine-3-carboxamido)methyl)benzofuran-7-carboxylate ClC1=C(OC2=C1C=C(C=C2C(=O)OC)C)CNC(=O)C=2C=NN1C2N=CC=C1